(E)-1-(3-(4-(trifluoromethyl)styryl)azetidin-1-yl)prop-2-yn FC(C1=CC=C(/C=C/C2CN(C2)CC#C)C=C1)(F)F